4-(8-azaspiro[bicyclo[3.2.1]octane-3,1'-cyclobutane]-3'-yl)morpholine C12(CC(C1)N1CCOCC1)CC1CCC(C2)N1